ClC1=C(C=C(C(=C1)Cl)OC(C(F)F)(F)F)N(C(=O)N([C@H](C(=O)N)C)C)C (2S)-2-[[[2,4-dichloro-5-(1,1,2,2-tetrafluoroethoxy)phenyl]-methyl-carbamoyl]-methyl-amino]propanamide